C(C)(C)(C)OC(=O)N1[C@@H]2[C@H](NC[C@H]1CC2)[C@@H](C(S(=O)(=O)C2=CC=CC=C2)(F)F)O (1S,2S,5R)-2-((S)-2,2-difluoro-1-hydroxy-2-(benzenesulfonyl)ethyl)-3,8-diazabicyclo[3.2.1]octane-8-carboxylic acid tert-butyl ester